8-azaspiro[3.5]nonane C1CCC12CCCNC2